2-((1-(6-Ethyl-2,10-dimethylimidazo[1,5-h][1,7]naphthyridin-4-yl)ethyl)amino)benzoic acid C(C)C1=CC=2C(=CC(=NC2C=2N1C=NC2C)C)C(C)NC2=C(C(=O)O)C=CC=C2